OCCCN(CCCS(=O)(=O)O)C 3-[(2-hydroxyethyl)dimethylamino]propane-1-sulfonic acid